S1N=C(C2=C1C=CC=C2)C2=NC=CC(=C2)C2=NOC(=N2)C(F)(F)F 3-(2-(benzo[d]isothiazol-3-yl)pyridin-4-yl)-5-(trifluoromethyl)-1,2,4-oxadiazole